C(C)(C)(C)OC(NCCOCCOCCOCCOCCC(=O)O)=O 5,8,11,14-tetraoxa-2-azaheptadecandioic acid-1-tert-butyl ester